Methyl 3-chloro-4-[1-(2,2-dimethylpropanoyl)-5-(4-fluorophenyl)-6-isopropyl-pyrrolo[2,3-f]indazol-7-yl]benzoate ClC=1C=C(C(=O)OC)C=CC1C1=C(N(C=2C=C3C=NN(C3=CC21)C(C(C)(C)C)=O)C2=CC=C(C=C2)F)C(C)C